(+-)-1-(2,6-dichlorobenzyl)-N-(2-methyl-5,6-dihydro-4H-benzo[f]imidazo[1,2-a]azepin-4-yl)-1H-1,2,4-triazole-3-carboxamide ClC1=C(CN2N=C(N=C2)C(=O)N[C@H]2C=3N(C4=C(CC2)C=CC=C4)C=C(N3)C)C(=CC=C1)Cl |r|